O[C@]12CC[C@H]3[C@@]4(CCC[C@]([C@H]4CC[C@@]3(CC1=C)C2)(C(=O)O)C)C (1r,4s,5r,9s,10r,13s)-13-hydroxy-5,9-dimethyl-14-methylenetetracyclo[11.2.1.0{1,10}.0{4,9}]hexadecane-5-carboxylic acid